(S)-1-(2,2-diphenylacetyl)-4-(10H-phenoxazine-10-carbonyl)piperazine-2-carboxylic acid C1(=CC=CC=C1)C(C(=O)N1[C@@H](CN(CC1)C(=O)N1C2=CC=CC=C2OC=2C=CC=CC12)C(=O)O)C1=CC=CC=C1